(S)-N-(2-(1-((tert-butylsulfinyl)amino)ethyl)phenyl)acetamide C(C)(C)(C)S(=O)N[C@@H](C)C1=C(C=CC=C1)NC(C)=O